O=C1NC(CCC1NC1=CC=C(C=C1)N1CCC(CC1)N1CCN(CC1)CCC(=O)O)=O 3-(4-(1-(4-((2,6-dioxopiperidin-3-yl)amino)phenyl)piperidin-4-yl)piperazin-1-yl)propanoic acid